C1(=CC=CC=C1)[B-](C1=CC=CC=C1)(C1=CC=CC=C1)C1=CC=CC=C1.[NH+]1=C2N(CCC1)CCC2 2,3,4,6,7,8-Hexahydropyrrolo[1,2-a]pyrimidin-1-ium tetraphenylborat